ON1C(=O)C2C3(C=CC(C2C1=O)C3(C)C)C N-hydroxy-5-camphene-2,3-dicarboximide